3,4-dimethylbenzene-1,2-dicarboxylic acid CC1=C(C(=CC=C1C)C(=O)O)C(=O)O